(S)-5-(bromomethyl)-1-(1-((tert-butyldimethylsilyl)oxy)propan-2-yl)-3-ethoxy-4-iodo-1H-pyrazole BrCC1=C(C(=NN1[C@H](CO[Si](C)(C)C(C)(C)C)C)OCC)I